4-ethoxy-2-(4-ethylpiperazin-1-yl)-N-(7-fluoro-2-methyl-2H-indazol-5-yl)pyrimidine-5-carboxamide hydrochloride Cl.C(C)OC1=NC(=NC=C1C(=O)NC1=CC2=CN(N=C2C(=C1)F)C)N1CCN(CC1)CC